N-(4-(4-carbamoyl-5-(pyrazin-2-ylamino)-1H-pyrazol-3-yl)phenyl)-7-(trifluoromethyl)-3,4-dihydroisoquinoline-2(1H)-carboxamide C(N)(=O)C=1C(=NNC1NC1=NC=CN=C1)C1=CC=C(C=C1)NC(=O)N1CC2=CC(=CC=C2CC1)C(F)(F)F